N-(4-ETHYLPHENYL)-6-METHOXY-[1,2,5]OXADIAZOLO[3,4-B]PYRAZIN-5-AMINE C(C)C1=CC=C(C=C1)NC1=NC=2C(N=C1OC)=NON2